tert-butyl (3S,4R)-3-azido-4-methoxypyrrolidine-1-carboxylate N(=[N+]=[N-])[C@H]1CN(C[C@H]1OC)C(=O)OC(C)(C)C